COC(=O)C1C(CC=CC1)C(=O)OC 4-cyclohexene-1,2-dicarboxylic acid dimethyl ester